ONC(C1=CC=C(C=C1)NC(CC1=CNC2=CC=C(C=C12)C1=CC(=CC=C1)F)=O)=O N-hydroxy-4-(2-(5-(3-fluorophenyl)-1H-indol-3-yl)acetamido)benzamide